2-(4-((4-(4-(trifluoromethyl)benzyl)piperazin-1-yl)methyl)-2-methyl-6-(trifluoromethyl)phenoxy)-2-methylpropanoic acid FC(C1=CC=C(CN2CCN(CC2)CC2=CC(=C(OC(C(=O)O)(C)C)C(=C2)C(F)(F)F)C)C=C1)(F)F